FC1(CCN(CC1)C1=NC(=CC(=N1)NC(=O)C1=C(C=C(C=2C=COC21)NS(=O)(=O)CCO)N2CCC1(CC1)CC2)C)F N-(2-(4,4-difluoropiperidin-1-yl)-6-methylpyrimidin-4-yl)-4-(2-hydroxyethylsulfonylamino)-6-(6-azaspiro[2.5]octane-6-yl)benzofuran-7-carboxamide